C1(CC1)C1=NC=NC(=C1B1OCCNCCO1)OC 2-(4-cyclopropyl-6-methoxy-pyrimidin-5-yl)-1,3,6,2-dioxazaborocane